3-(2-(2-(2-hydroxyethylamino)pyrimidin-5-yl)ethynyl)-4-methyl-N-(3-(4-methyl-1H-imidazol-1-yl)-5-(trifluoromethyl)phenyl)benzamide OCCNC1=NC=C(C=N1)C#CC=1C=C(C(=O)NC2=CC(=CC(=C2)C(F)(F)F)N2C=NC(=C2)C)C=CC1C